2-(azidomethyl)-4-bromo-1-methylsulfanyl-benzene N(=[N+]=[N-])CC1=C(C=CC(=C1)Br)SC